CC(CCCC(C)=O)CO 2-methyl-3-hydroxy-propyl-3-oxo-butane